ClC1(CC(C1)NC(=O)C=1N=C(SC1)C=1NC=CN1)Cl N-(3,3-dichlorocyclobutyl)-2-(1H-imidazol-2-yl)thiazole-4-carboxamide